FC=1C=C(C=C(C1)F)N1CC(CC1=O)(C(=O)NCC1=NC(=NC=C1)NCC)C 1-(3,5-difluorophenyl)-N-[[2-(ethylamino)pyrimidin-4-yl]methyl]-3-methyl-5-oxopyrrolidine-3-carboxamid